P(=O)([O-])([O-])[O-].N1=C(N)N=C(N)N=C1N.[Zn+2].P(=O)([O-])([O-])[O-].[Zn+2].[Zn+2] Zinc Melamine phosphate